chlorodecyl cyclohexanecarboxylate C1(CCCCC1)C(=O)OCCCCCCCCCCCl